NC1=C(C(=NN1C(C(F)(F)F)C)C1=C2C=CNC2=C(C=C1)CNC(C1=C(C=CC(=C1)F)OC)=O)C(=O)N 5-amino-3-(7-((5-fluoro-2-methoxybenzamido)methyl)-1H-indol-4-yl)-1-(1,1,1-trifluoropropan-2-yl)-1H-pyrazole-4-carboxamide